FC1=CC=C(C=C1)C1=C(C=C2C(NC(N3C2=C1SC[C@@H](C3)OC)=O)=O)C(F)(F)F (R)-11-(4-fluorophenyl)-3-methoxy-10-(trifluoromethyl)-3,4-dihydro-2H,6H-[1,4]thiazepino[2,3,4-ij]quinazoline-6,8(7H)-dione